1-(4-acetyl-7-(4-(pyridin-4-yl)thiazol-2-yl)-1,4-diazacycloheptan-1-yl)-2-phenoxyethan-1-one C(C)(=O)N1CCN(C(CC1)C=1SC=C(N1)C1=CC=NC=C1)C(COC1=CC=CC=C1)=O